(3-acetylphenyl)-2-[7-[(1-methylindol-5-yl)amino]-1-oxo-isoindolin-2-yl]acetamide C(C)(=O)C=1C=C(C=CC1)C(C(=O)N)N1C(C2=C(C=CC=C2C1)NC=1C=C2C=CN(C2=CC1)C)=O